dipropyl mesaconate C(\C(\C)=C\C(=O)OCCC)(=O)OCCC